Cl.OC(COC=1C=C(C=2N(C1)N=CC2C#N)C=2C=NNC2)(C)C 6-(2-Hydroxy-2-methylpropoxy)-4-(1H-pyrazol-4-yl)pyrazolo[1,5-a]pyridine-3-carbonitrile hydrochloride